(1R,5S)-tert-butyl 3-(7-bromo-2,6-dichloro-8-fluoroquinazolin-4-yl)-3,8-diazabicyclo[3.2.1]octane-8-carboxylate BrC1=C(C=C2C(=NC(=NC2=C1F)Cl)N1C[C@H]2CC[C@@H](C1)N2C(=O)OC(C)(C)C)Cl